4-(3-{5-[(R)-(1,3-dimethyl-azetidin-3-yl)-hydroxy-(4-isopropyl-phenyl)-methyl]-pyridin-3-yl}-[1,2,4]Oxadiazol-5-yl)-cyclohexanol CN1CC(C1)(C)[C@@](C=1C=C(C=NC1)C1=NOC(=N1)C1CCC(CC1)O)(C1=CC=C(C=C1)C(C)C)O